resveratrol fluorine [F].C1(=CC(O)=CC(O)=C1)C=CC1=CC=C(O)C=C1